(S)-N-(4-([1,2,4]triazolo[1,5-a]pyridin-7-ylmethyl)-3-methylphenyl)-6-(2-methylpiperazin-1-yl)pyrido[3,2-d]pyrimidin-4-amine hydrochloride Cl.N=1C=NN2C1C=C(C=C2)CC2=C(C=C(C=C2)NC=2C1=C(N=CN2)C=CC(=N1)N1[C@H](CNCC1)C)C